BrC1=CC2=C(O[C@H](CN2S(=O)(=O)C2=CC(=CC=C2)C(F)(F)F)CC(C(=O)OC)(C(=O)OC)C)C=C1 dimethyl (S)-2-((6-bromo-4-((3-(trifluoromethyl)phenyl)sulfonyl)-3,4-dihydro-2H-benzo[b][1,4]oxazin-2-yl)methyl)-2-methylmalonate